N-(4-(3-methoxy-2,6-dimethylphenyl)-2-methyl-3-oxo-2,3-dihydro-1H-pyrrolo[3,4-f]isoquinolin-8-yl)acetamide COC=1C(=C(C(=CC1)C)C1=C2C(=C3C=C(N=CC3=C1)NC(C)=O)CN(C2=O)C)C